4-[(3,4-dichloro-2-fluorophenyl) amino]-7-methoxyquinazolin-6-yl (R)-2-methyl-4-acryloylpiperazine-1-carboxylate C[C@H]1N(CCN(C1)C(C=C)=O)C(=O)OC=1C=C2C(=NC=NC2=CC1OC)NC1=C(C(=C(C=C1)Cl)Cl)F